C(CC#C)N1CCC(CC1)CN(C(OC(C)(C)C)=O)C Tert-Butyl N-[(1-but-3-ynyl-4-piperidyl)methyl]-N-methyl-carbamate